4-chloro-2-fluoro-3-iodopyridine ClC1=C(C(=NC=C1)F)I